(E)-4-(1-(7-methoxy-3-nitro-1H-indol-1-yl)cyclopropyl)but-3-en-2-one COC=1C=CC=C2C(=CN(C12)C1(CC1)/C=C/C(C)=O)[N+](=O)[O-]